COC(CCCCCC(=O)OC)=O dimethyl-pimelate